FC(CC(=O)F)(C=1C(=NC=CC1C(C)C)C(=O)N)F Trifluoroisopropyl-oxopropyl-aminocarbonyl-pyridine